2-(4,7,10-tris(carboxymethyl)-1,4,7,10-tetraazacyclododecan-1-yl)pentanedioic acid C(=O)(O)CN1CCN(CCN(CCN(CC1)CC(=O)O)CC(=O)O)C(C(=O)O)CCC(=O)O